NCC(C1=CC(=CC(=C1)F)Cl)NC(=O)C=1N=CN(C1)C1=NC(=NC=C1C)N[C@@H]1COCC1 N-(2-amino-1-(3-chloro-5-fluorophenyl)ethyl)-1-(5-methyl-2-(((S)-tetrahydro-furan-3-yl)amino)-pyrimidin-4-yl)-1H-imidazole-4-carboxamide